NC=1C(=NC=C(C1Cl)Br)O 3-amino-5-bromo-4-chloropyridin-2-ol